(1-(tetrahydrofuran-3-yl)-1H-pyrazol-4-yl)boronic acid O1CC(CC1)N1N=CC(=C1)B(O)O